3-fluoro-4-((6-fluoro-7-methyl-1,5-naphthyridin-4-yl)oxy)aniline FC=1C=C(N)C=CC1OC1=CC=NC2=CC(=C(N=C12)F)C